1-[(4S)-8-chlorochroman-4-yl]-3-[1-(2-methoxy-4-pyridyl)pyrazol-3-yl]urea ClC=1C=CC=C2[C@H](CCOC12)NC(=O)NC1=NN(C=C1)C1=CC(=NC=C1)OC